N[C@@H](CCC(=O)OC)C(=O)NC1=C(C=C(C=C1)Br)C(C1=C(C=CC=C1)F)=O methyl (S)-4-amino-5-((2-fluorobenzoyl-4-bromophenyl) amino)-5-oxopentanoate